(benzoate) zirconium (IV) [Zr+4].C(C1=CC=CC=C1)(=O)[O-].C(C1=CC=CC=C1)(=O)[O-].C(C1=CC=CC=C1)(=O)[O-].C(C1=CC=CC=C1)(=O)[O-]